Cl.N[C@@H]1C[C@H](CC1)NC1=NC=C2C=C(N=C(C2=C1)NC(C)C)C#N 7-(((1S,3S)-3-aminocyclopentyl)amino)-1-(isopropylamino)-2,6-naphthyridine-3-carbonitrile hydrochloride